tert-butyl 1'-(1-(1-((2-chloro-4-(trifluoromethyl)phenyl)carbamoyl)cyclobutyl)-1H-pyrazol-4-yl)-[4,4'-bipiperidine]-1-carboxylate ClC1=C(C=CC(=C1)C(F)(F)F)NC(=O)C1(CCC1)N1N=CC(=C1)N1CCC(CC1)C1CCN(CC1)C(=O)OC(C)(C)C